O1C=CC2=C1C=CC(=C2)S(=O)(=O)N2CCN(CC2)C(C(CCCOC2=CC(=C(C=C2)F)F)(C)C)=O 1-(4-(benzofuran-5-ylsulfonyl)piperazin-1-yl)-5-(3,4-difluorophenoxy)-2,2-dimethylpentan-1-one